(1aR,5aR)-2-(2,4-Difluoro-phenyl)-1a,2,5,5a-tetrahydro-1H-2,3-diaza-cyclopropa[a]pentalene-4-carboxylic acid (tetrahydro-pyran-4-ylmethyl)-amide O1CCC(CC1)CNC(=O)C=1C=2C[C@@H]3[C@H](C2N(N1)C1=C(C=C(C=C1)F)F)C3